2-(2,6-Dimethyl-4-((4-(3-(trifluoromethyl)pyridin-2-yl)piperazin-1-yl)methyl)phenoxy)-2-methylpropanoic acid CC1=C(OC(C(=O)O)(C)C)C(=CC(=C1)CN1CCN(CC1)C1=NC=CC=C1C(F)(F)F)C